3,4-BIS(2-METHYLBUTYLOXY)BENZENEBORONIC ACID CC(COC=1C=C(C=CC1OCC(CC)C)B(O)O)CC